(1S,2S,5R)-6-oxa-3-azabicyclo[3.1.0]Hexane-2,3-dicarboxylic acid 2-benzyl 3-tert-butyl ester C(C)(C)(C)OC(=O)N1[C@@H]([C@@H]2O[C@@H]2C1)C(=O)OCC1=CC=CC=C1